9-bromo-10-(phenanthren-9-yl)anthracene BrC=1C2=CC=CC=C2C(=C2C=CC=CC12)C=1C2=CC=CC=C2C=2C=CC=CC2C1